3-carbamoyl-2,2,5,5-tetramethylpyrrolidin C(N)(=O)C1C(NC(C1)(C)C)(C)C